N-(tert-butyl)-3-(4-((2-(tert-butyl)-1H-imidazol-1-yl)methyl)-2-methylphenyl)-5-isobutylthiophene-2-Sulfonamide C(C)(C)(C)NS(=O)(=O)C=1SC(=CC1C1=C(C=C(C=C1)CN1C(=NC=C1)C(C)(C)C)C)CC(C)C